FC1=CC=C(C=C1)C=1C=C2C(=NC=NC2=C(C1)OCC(=O)NC1(CC1)C(=O)O)N[C@H](C)C=1C=NC(=NC1)C(F)(F)F (R)-1-(2-((6-(4-fluorophenyl)-4-((1-(2-(trifluoromethyl)pyrimidin-5-yl)ethyl)amino)quinazolin-8-yl)oxy)acetamido)cyclopropane-1-carboxylic acid